NC[C@H](COC(CCCCCCCCCCCCC)=O)OC(CCCCCCCCCCCCC)=O [(2R)-3-amino-2-tetradecanoyloxy-propyl]tetradecanoate